C1(C(OC)C=CC=C1)OC dihydroveratrol